(R)-3-(4-chlorophenyl)-4-(thiophen-2-yl)-N-((4-(trifluoromethyl)phenyl)sulfonyl)-4,5-dihydro-1H-pyrazole-1-carboxamide ClC1=CC=C(C=C1)C1=NN(C[C@H]1C=1SC=CC1)C(=O)NS(=O)(=O)C1=CC=C(C=C1)C(F)(F)F